aminovaleramide bisulfate S(O)(O)(=O)=O.NC(C(=O)N)CCC